4-t-Butyl-benzoic acid glycidyl ester C(C1CO1)OC(C1=CC=C(C=C1)C(C)(C)C)=O